S1C=C(C=C1)C1OCCO1 2-(thiophen-3-yl)-1,3-dioxolane